CC(=CC)S but-2-en-2-thiol